ClC1=C(C=CC=C1)C1=C(C=CC(=C1)OC)S(=O)(=O)N1CCC(CC1)(C(=O)N[C@H](C)C=1CS(C1)(=O)=O)F (R)-1-((2'-chloro-5-methoxy-[1,1'-biphenyl]-2-yl)sulfonyl)-N-(1-(1,1-dioxido-2H-thiet-3-yl)ethyl)-4-fluoropiperidine-4-carboxamide